2-(6-methoxy-2-methyl-1,2,3,4-tetrahydroisoquinolin-7-yl)-N4-(2-(tert-butyl)phenyl)-7H-pyrrolo[2,3-d]pyrimidine-2,4-diamine COC=1C=C2CCN(CC2=CC1C1(N=C(C2=C(N1)NC=C2)NC2=C(C=CC=C2)C(C)(C)C)N)C